linalool-d5 [2H]C([2H])C(CCC=C(C)C)(C(=C([2H])[2H])[2H])O